[Na].C1CCC2=C(C=3CCCC3C=C12)CC(=O)NS(N(C1CNCCC1)C=1C=NN(C1)C)(=O)=O 2-(1,2,3,5,6,7-Hexahydro-s-indacen-4-yl)-N-[(1-methyl-1H-pyrazol-4-yl)(piperidin-3-yl)sulfamoyl]acetamide sodium salt